4-selenonaphthamide C1=CC=C(C2=CC=CC=C12)C(=[Se])N